FC=1C=C(C=CC1)[C@H](C)N1N=NC=2C=NC=3C=CC(=CC3C21)C=2C=C1C(=NC2)NC=C1 (S)-1-(1-(3-fluorophenyl)ethyl)-8-(1H-pyrrolo[2,3-b]pyridin-5-yl)-1H-[1,2,3]triazolo[4,5-c]quinoline